alpha-cyano-4-hydroxylcinnamic acid C(#N)C(C(=O)O)=CC1=CC=C(C=C1)O